1,3-bis[2,6-bis(1-propylbutyl)phenyl]-4,5-dichloro-2H-imidazole-1-ium-2-ide C(CC)C(CCC)C1=C(C(=CC=C1)C(CCC)CCC)[NH+]1[CH-]N(C(=C1Cl)Cl)C1=C(C=CC=C1C(CCC)CCC)C(CCC)CCC